C=C1OCCC1 2-Methylen-tetrahydrofuran